CSCC1=CC(=CC=C1)F methyl[(3-fluorophenyl)methyl] sulfide